tert-butyl N-{6-[(2R)-2-[(tert-butoxy carbonyl) amino]-3-methanesulfonylpropyl]-7-methylthieno[3,2-c]pyridazin-4-yl}-N-(thiophen-2-ylmethyl)carbamate C(C)(C)(C)OC(=O)N[C@H](CC1=C(C=2N=NC=C(C2S1)N(C(OC(C)(C)C)=O)CC=1SC=CC1)C)CS(=O)(=O)C